tetrahydrochromone O1CCC(C2CC=CC=C12)=O